2-cyclohexyl-4-[2-[3-[2-(5-cyclohexyl-4-hydroxy-2-methylphenyl)propan-2-yl]phenyl]propane-2-yl]-5-methylphenol C1(CCCCC1)C1=C(C=C(C(=C1)C(C)(C)C1=CC(=CC=C1)C(C)(C)C1=C(C=C(C(=C1)C1CCCCC1)O)C)C)O